1-(2-chloro-6-methyl-4-pyridinyl)ethanone ClC1=NC(=CC(=C1)C(C)=O)C